ClC=1C(=C(C2=C(C(=NS2)NCC2=CC=C(C=C2)OC)C1)Cl)C(=O)N[C@H](C(=O)O)CC1=CC(=CC=C1)S(=O)(=O)C (s)-2-(5,7-dichloro-3-((4-methoxybenzyl)amino)benzisothiazole-6-carboxamido)-3-(3-(methylsulfonyl)phenyl)propanoic acid